NC=1C2=C(N=CN1)N(C=C2C#CC2=CC1=C(NC(=N1)C)C=C2)[C@@H]2CN(CC2)C(=O)OC(C)(C)C (S)-tert-butyl 3-(4-amino-5-((2-methyl-1H-benzo[d]imidazol-5-yl)ethynyl)-7H-pyrrolo[2,3-d]pyrimidin-7-yl)pyrrolidine-1-carboxylate